B(O)(O)O.CC=1C=C(C=CC1)C(CP)(C1=CC(=CC=C1)C)C1=CC(=CC=C1)C tris(3-methylphenyl)ethylphosphine borate